N-[2-(hydroxymethyl)-3-[4-(trifluoromethyl)phenyl]propyl]-2-(5-isopropyl-1,2,4-oxadiazol-3-yl)morpholine-4-carboxamide OCC(CNC(=O)N1CC(OCC1)C1=NOC(=N1)C(C)C)CC1=CC=C(C=C1)C(F)(F)F